C(C)OP(=O)(OCC)C(C(=O)OC)CC(=O)OC1(CCC1)C1=CC=C(C=C1)C(F)(F)F 1-methyl 4-(1-(4-(trifluoromethyl)phenyl)cyclobutyl) 2-(diethoxyphosphoryl)succinate